CC=1N=C2N(C=C(C(=C2)C)NC(=O)C=2SC(=CC2F)N2CC(NCC2)C)C1 N-[2,7-dimethylimidazo[1,2-a]pyridin-6-yl]-3-fluoro-5-(3-methylpiperazin-1-yl)thiophene-2-carboxamide